((6-benzyl-5-methyl-5,6,7,8-tetrahydro-2,6-naphthyridin-3-yl)methyl)carbamic acid tert-butyl ester C(C)(C)(C)OC(NCC=1N=CC=2CCN(C(C2C1)C)CC1=CC=CC=C1)=O